(2-methyl-5-phenoxyphenyl)-4-oxo-4,5-dihydro-3H-1-thia-3,5,8-triazaAcenaphthene CC1=C(C=C(C=C1)OC1=CC=CC=C1)C1SC=2N=CC=C3NC(NC1C23)=O